(4-bromophenylthiomethyl)-androsta-5-en-3beta-ol BrC1=CC=C(C=C1)SCC[C@@]12CCC[C@H]1[C@@H]1CC=C3C[C@H](CC[C@]3(C)[C@H]1CC2)O